O1COC2=C1C=NC2C(=O)N 4H-[1,3]dioxolo[4,5-c]pyrrole-4-carboxamide